OCC1=CC(=C2C(CCO2)=C1C#N)C1=CC=C(C=C1)OC(F)(F)F 5-(hydroxymethyl)-7-(4-(trifluoromethoxy)phenyl)-2,3-dihydrobenzofuran-4-carbonitrile